11,11'-(1,2-phenylenebis(oxy))bis(undecane-1-thiol) C1(=C(C=CC=C1)OCCCCCCCCCCCS)OCCCCCCCCCCCS